N,N-di-ethylacrylamide C(C)N(C(C=C)=O)CC